1-ethyl-[3-(dimethylamino)-propyl]carbodiimide hydrochloride Cl.C(C)N=C=NCCCN(C)C